COC=1C=C(C=C(C1)OC)N(C(=O)C=1N=C(SC1)C#C)C1C(N(CC1)C(CC)CC)=O N-(3,5-Dimethoxyphenyl)-2-ethynyl-N-(2-oxo-1-(pentan-3-yl)pyrrolidin-3-yl)thiazole-4-carboxamide